4-oxo-2-(3-{[(2S)-5-oxomorpholin-2-yl]methoxy}pyridin-4-yl)-1H,6H,7H-pyrrolo[3,2-c]pyridine-5-carboxylate O=C1N(CCC2=C1C=C(N2)C2=C(C=NC=C2)OC[C@@H]2CNC(CO2)=O)C(=O)[O-]